ethyl 5-(4-cyanophenyl)-6-(p-tolyl)-1H-indole-3-carboxylate C(#N)C1=CC=C(C=C1)C=1C=C2C(=CNC2=CC1C1=CC=C(C=C1)C)C(=O)OCC